2-(3-(2-fluoro-4-methoxyphenyl)-6-oxopyridazin-1(6H)-yl)-N-(4-fluorobenzyl)acetamide FC1=C(C=CC(=C1)OC)C1=NN(C(C=C1)=O)CC(=O)NCC1=CC=C(C=C1)F